C=1NC=C2C=C(C=CC12)CCO Isoindole-5-ethanol